C[SiH](OC(C)=O)OC(C)=O methyldiacetoxysilane